COC=1C=C(C=C(C1OC)OC)C(=O)C1=CC(=C(C(=C1)OC)OC)OC bis(3,4,5-trimethoxyphenyl)methanone